Racemic-3-(1-(3,4-difluorophenyl)ethoxy)-N5-ethyl-N2-methyl-1H-pyrrole-2,5-dicarboxamide FC=1C=C(C=CC1F)[C@@H](C)OC1=C(NC(=C1)C(=O)NCC)C(=O)NC |r|